N-[(1R,3S)-3-{[6-chloro-2-(trifluoromethyl)quinolin-4-yl]amino}cyclohexyl]imidazo[1,5-a]pyridine-6-carboxamide ClC=1C=C2C(=CC(=NC2=CC1)C(F)(F)F)N[C@@H]1C[C@@H](CCC1)NC(=O)C=1C=CC=2N(C1)C=NC2